N1(CCC1)C=1OC2=C(N1)C(=C(C(=C2)F)C=O)F 2-(azetidin-1-yl)-4,6-difluorobenzo[d]Oxazole-5-carbaldehyde